ClC=1C=NC(=NC1)N1CCC(CC1)CCCOC1=CC(=C(C=C1)CC(=O)N1CC(C1)C(=O)NC(CO)(CO)CO)F 1-[2-[4-[3-[1-(5-chloropyrimidin-2-yl)-4-piperidinyl]propoxy]-2-fluoro-phenyl]acetyl]-N-[2-hydroxy-1,1-bis(hydroxymethyl)ethyl]azetidine-3-carboxamide